Ethyl (1S,4S,7S,8R)-4-(1-benzyl-1H-1,2,4-triazole-3-carboxamido)-2-methyl-3-oxo-2-azabicyclo[5.1.0]octane-8-carboxylate C(C1=CC=CC=C1)N1N=C(N=C1)C(=O)N[C@@H]1C(N([C@@H]2[C@@H]([C@@H]2CC1)C(=O)OCC)C)=O